N-(1-((2R,3R,4R,5R)-5-(((tert-butyldimethylsilyl)oxy)methyl)-3-fluoro-4-hydroxytetrahydrofuran-2-yl)-2-oxo-1,2-dihydropyrimidin-4-yl)benzamide [Si](C)(C)(C(C)(C)C)OC[C@@H]1[C@H]([C@H]([C@@H](O1)N1C(N=C(C=C1)NC(C1=CC=CC=C1)=O)=O)F)O